C(C)OC(=O)C=1N(C2=CC=C(C=C2C1)NC(C1=C(C=CC(=C1)CNC(C(C)C)=O)Cl)=O)CC(F)F 5-(2-chloro-5-(isobutyrylaminomethyl)benzoylamino)-1-(2,2-difluoroethyl)-1H-indole-2-carboxylic acid ethyl ester